ClC1=C(C2=C(C=N1)C1=C(C=NC=C1)OC2)C2=CC=CC=C2 3-Chloro-4-phenyl-5H-pyrano[2,3-c:4,5-c']dipyridine